methyl 4-(2-bromoacetyl)benzoate BrCC(=O)C1=CC=C(C(=O)OC)C=C1